(2R,4S)-N-((S)-1-(((6-amino-2-methylpyridin-3-yl)methyl)amino)-1-oxoprop-2-yl)-4-((5-methylnaphthalen-2-yl)methyl)pyrrolidine-2-carboxamide NC1=CC=C(C(=N1)C)CNC([C@H](C)NC(=O)[C@@H]1NC[C@H](C1)CC1=CC2=CC=CC(=C2C=C1)C)=O